5-nitro-2-propyl-N-(3-(thiazol-2-yl)benzyl)benzamide [N+](=O)([O-])C=1C=CC(=C(C(=O)NCC2=CC(=CC=C2)C=2SC=CN2)C1)CCC